ClC=1C=NN(C(C1Cl)=O)CC(=O)NC1=CC(=C(C=C1)C(F)(F)F)S(N(C)C)(=O)=O 2-(4,5-dichloro-6-oxopyridazin-1(6H)-yl)-N-(3-(N,N-dimethylsulfamoyl)-4-(trifluoromethyl)phenyl)acetamide